CC(CO)(C(C)(C1=CC=CC=C1)C)C1=CC=CC=C1 2,3-dimethyl-2,3-diphenylbutanol